COC1CC(C1)C(=O)NC1=CC(=C(C=C1)OC1=NC=C(N=C1)N1CCOCC1)C 3-methoxy-N-(3-methyl-4-((5-morpholinopyrazin-2-yl)oxy)phenyl)cyclobutane-1-carboxamide